FC1=CC=C2C=C(C(=NC2=C1F)C)OC1=C(C(C)(C)O)C(=CC=C1)F 2-[(7,8-difluoro-2-methyl-3-quinolinyl)oxy]-6-fluoro-α,α-dimethylbenzyl alcohol